The molecule is a primary amino compound that is octylamine in which one of the methyl hydrogens at position 8 has been replaced by a methylsulfinyl group. It has a role as a plant metabolite. It is a primary amino compound and a sulfoxide. CS(=O)CCCCCCCCN